tert-butyl 5'-[(3-amino-2,6-difluorophenyl)methoxy]-2'-oxospiro[cyclopropane-1,3'-pyrrolo[2,3-b]pyridine]-1'-carboxylate NC=1C(=C(C(=CC1)F)COC=1C=C2C(=NC1)N(C(C21CC1)=O)C(=O)OC(C)(C)C)F